4-((4-((2-hydroxycyclohexyl)oxy)-5-(trifluoromethyl)pyrimidin-2-yl)amino)benzenesulfonamide OC1C(CCCC1)OC1=NC(=NC=C1C(F)(F)F)NC1=CC=C(C=C1)S(=O)(=O)N